ethyl 4-((cyclohexylmethyl)amino)-2-(methylthio)pyrimidine-5-carboxylate C1(CCCCC1)CNC1=NC(=NC=C1C(=O)OCC)SC